C(CCC)OCOCCCC(CC(CC(C)[Mg]Cl)C)C 8-butyloxymethoxy-1,3,5-trimethyloctylmagnesium chloride